((di((2-ethylhexyl)oxy)phosphoryl)methyl)glycine C(C)C(COP(=O)(OCC(CCCC)CC)CNCC(=O)O)CCCC